(S)-2-((S)-1-(tert-butoxycarbonyl)piperidine-2-carboxamido)-9-(5,6,7,8-tetrahydro-1,8-naphthyridin-2-yl)nonanoic acid C(C)(C)(C)OC(=O)N1[C@@H](CCCC1)C(=O)N[C@H](C(=O)O)CCCCCCCC1=NC=2NCCCC2C=C1